C(=O)(C=C)N1CCOCC1 N-acryl-morpholine